methyl 2-(3-ethoxy-2-fluorophenyl)-5-[1-(benzenesulfonyl)-1H-pyrrolo[2,3-b]pyridin-4-yl]-1-{[2-(trimethylsilyl) ethoxy] methyl}-1H-pyrrole-3-carboxylate C(C)OC=1C(=C(C=CC1)C=1N(C(=CC1C(=O)OC)C1=C2C(=NC=C1)N(C=C2)S(=O)(=O)C2=CC=CC=C2)COCC[Si](C)(C)C)F